C(C)(=O)N1CCN(CC1)C1=CC=C2N=C3C(C4=C(C(C3=NC2=C1C(F)(F)F)=O)N=CC=C4)=O 9-(4-Acetylpiperazin-1-yl)-10-(trifluoromethyl)pyrido[2,3-b]phenazin-5,12-dion